S1C(=NC=C1)N 1,3-thiazol-2-amine